isopropyl (S)-2-((tert-butylsulfinyl)imino)-2-(4-(2-cyclopropyl-2H-1,2,3-triazol-4-yl)phenyl)acetate C(C)(C)(C)[S@](=O)N=C(C(=O)OC(C)C)C1=CC=C(C=C1)C1=NN(N=C1)C1CC1